tert-butyl 4-(1-(1-((4-cyanonaphthalen-1-yl)amino)-2-methyl-1-oxopropan-2-yl)-1H-pyrazol-4-yl)-3,6-dihydropyridine-1(2H)-carboxylate C(#N)C1=CC=C(C2=CC=CC=C12)NC(C(C)(C)N1N=CC(=C1)C=1CCN(CC1)C(=O)OC(C)(C)C)=O